({2-[(1,2-benzoxazol-5-yl)sulfamoyl]phenyl}amino)acetic acid O1N=CC2=C1C=CC(=C2)NS(=O)(=O)C2=C(C=CC=C2)NCC(=O)O